C(C)C(CN1N=NC2=C1C=CC=C2C)CCCC N-(2-ethylhexyl)-methyl-1H-benzotriazole